CC1=C(C(=NC=C1)N)C dimethyl-pyridin-2-amine